2-chloro-4-(4-fluoro-phenoxy)-6-methyl-pyrimidine ClC1=NC(=CC(=N1)OC1=CC=C(C=C1)F)C